Cl.CC1=C(C(=O)NC2=C(C=C(C=C2)S(N[C@H](C)C2CCNCC2)(=O)=O)C(F)(F)F)C=CC=C1 (R)-2-methyl-N-(4-(N-(1-(piperidin-4-yl)ethyl)sulfamoyl)-2-(trifluoromethyl)phenyl)benzamide hydrochloride